CN1CCN(CC1)C1=NC2=CC=CC=C2C(=N1)N (4-methylpiperazin-1-yl)quinazolin-4-amine